tert-butyl 4-amino-4-[[[2-(6-bromo-8-methyl-[1,2,4]triazolo[1,5-a]pyridin-2-yl)-2-hydroxy-ethyl]amino]methyl]piperidine-1-carboxylate NC1(CCN(CC1)C(=O)OC(C)(C)C)CNCC(O)C1=NN2C(C(=CC(=C2)Br)C)=N1